FC1=CC=C(/C=C/C=2C=C(C(=O)OC)C=CC2)C=C1 Methyl (E)-3-(4-fluorostyryl)benzoate